(1R*,3R*,4R*)-3-Fluoro-N-methoxy-N-methyl-4-(methylsulfonamido)-1-(3-(pyrimidin-2-yl)benzyl)cyclopentane-1-carboxamide F[C@@H]1C[C@@](C[C@H]1NS(=O)(=O)C)(C(=O)N(C)OC)CC1=CC(=CC=C1)C1=NC=CC=N1 |o1:1,3,5|